1-benzyl 5-methyl (4S)-N-(tert-butoxycarbonyl)-4-(2-cyanoethyl)glutamate C(C)(C)(C)OC(=O)N[C@@H](C[C@@H](C(=O)OC)CCC#N)C(=O)OCC1=CC=CC=C1